4-((5-ethyl-1H-pyrazol-3-yl)amino)-6-methoxy-7-(3-(pyrrolidin-1-yl)propoxy)quinazoline-2-carbonitrile C(C)C1=CC(=NN1)NC1=NC(=NC2=CC(=C(C=C12)OC)OCCCN1CCCC1)C#N